C(C)N1C(C2=CC=CC=C2C(=C1)C(C)NC)=O 2-ethyl-4-(1-(methylamino)ethyl)isoquinolin-1(2H)-one